3-(4-amino-6-ethynylpyrimidin-2-yl)-2-methylbenzonitrile NC1=NC(=NC(=C1)C#C)C=1C(=C(C#N)C=CC1)C